N-(2-(1H-Benzo[d]imidazol-5-yl)ethyl)-8,8-dimethyl-11-(phenoxymethyl)-7,10-dihydro-8H-pyrano[3'',4'':5',6']pyrido[3',2':4,5]thieno[3,2-d]pyrimidin-4-amine N1C=NC2=C1C=CC(=C2)CCNC=2C1=C(N=CN2)C2=C(S1)N=C1C(=C2COC2=CC=CC=C2)COC(C1)(C)C